C(CC)C=C(C(=O)N)CCCC propyl-butyl-acrylamide